[Si](C1=CC=CC=C1)(C1=CC=CC=C1)(C(C)(C)C)OC1CC(N(CC1)[C@H]1CN(CC(C1)(F)F)C(=O)OC1=NC=C(C=C1)Cl)=O 5-chloropyridin-2-yl (3'R)-4-{[tert-butyl(diphenyl)silyl]oxy}-5',5'-difluoro-2-oxo[1,3'-bipiperidine]-1'-carboxylate